FCCCN1CC(C1)NC1=CC=C(C=C1)[C@@H]1N([C@H](CC2=C1NC1=CC=CC=C21)C)C21CC(C2)(C1)CO (3-((1S,3S)-1-(4-((1-(3-fluoropropyl)azetidin-3-yl)amino)phenyl)-3-methyl-1,3,4,9-tetrahydro-2H-pyrido[3,4-b]indol-2-yl)bicyclo[1.1.1]pentan-1-yl)methanol